ethyl 2-[4-(difluoromethyl)-6-[4-[2-[(dimethylamino)methyl]morpholin-4-yl]phenyl]-7-methyl-indazol-2-yl]-2-[(6R)-6-fluoro-6,7-dihydro-5H-pyrrolo[1,2-c]imidazol-1-yl]acetate FC(C=1C2=CN(N=C2C(=C(C1)C1=CC=C(C=C1)N1CC(OCC1)CN(C)C)C)C(C(=O)OCC)C1=C2N(C=N1)C[C@@H](C2)F)F